BrC1=CC=C2C=3C=CC(=CC3C(C2=C1)(CCCCCCCCCCCC)CCCCCCCCCCCC)C=O 7-bromo-9,9-di(dodecyl)fluorene-2-carbaldehyde